ClC1=C(C(=CC=2C3=C(C(=NC12)N(C)C)CN([C@H]3C)C(CNC(OC(C)(C)C)=O)=O)OC)Cl tert-butyl (S)-(2-(6,7-dichloro-4-(dimethylamino)-8-methoxy-1-methyl-1,3-dihydro-2H-pyrrolo[3,4-c]quinolin-2-yl)-2-oxoethyl)carbamate